ClC=1C=C(C=NC1N(C1CCN(CC1)[C@H](C)C1=CC=CC=C1)C)S(=O)(=O)NC=1N=CSC1 (R)-5-chloro-6-(methyl-(1-(1-phenylethyl)piperidin-4-yl)amino)-N-(thiazol-4-yl)pyridine-3-sulfonamide